OC(C(C1=CC=CC=C1)C)C 2-hydroxy-methyl-1-phenyl-propane